N1(CCC1)C(=O)C=1NC2=C(C(=CC(=C2C1)B1OC(C(O1)(C)C)(C)C)[C@@H]1CN(CCC1)C(CCN1N=CC=C1)=O)F (R)-1-(3-(2-(azetidine-1-carbonyl)-7-fluoro-4-(4,4,5,5-tetramethyl-1,3,2-dioxaborolan-2-yl)-1H-indol-6-yl)piperidin-1-yl)-3-(1H-pyrazol-1-yl)propan-1-one